(2R,6S)-4-azido-2,6-dimethyltetrahydropyran N(=[N+]=[N-])C1C[C@H](O[C@H](C1)C)C